C(C)C1CCCC(N1)C1=CC(=C2CNC(C2=C1)=O)C(F)(F)F 6-(6-ethyl-2-piperidinyl)-4-(trifluoromethyl)isoindolin-1-one